The molecule is a vinylaziridine that consists of aziridine having a single vinyl group located at position 2. It is a vinylaziridine and a member of 2-vinylaziridines. C=CC1CN1